O1C=CC=C1C=O 5-furaldehyde